FC=1C=C(C=NC1)C1=CNC2=NC=CC(=C21)N2C[C@H](CCC2)NC (3S)-1-[3-(5-fluoro-3-pyridyl)-1H-pyrrolo[2,3-b]pyridin-4-yl]-N-methyl-piperidin-3-amine